BrC(C=1C=CC(=NC1)N(C=N)C1=NC=C(C=C1)C(Br)(Br)Br)(Br)Br bis(5-tribromomethyl-2-pyridyl)formamidine